BrC=1C=CC=2N(C3=CC=C(C=C3C2C1)Br)C1=CC=C(C=C1)Br 3,6-dibromo-9-(4-bromophenyl)-9H-carbazole